(1S,2S,3R,4R)-3-((tert-butoxycarbonyl)amino)-5-(difluoromethylene)bicyclo[2.2.1]heptane-2-carboxylic acid methyl ester COC(=O)[C@H]1[C@@H]2CC([C@H]([C@H]1NC(=O)OC(C)(C)C)C2)=C(F)F